C1(CC1)NC(C1=C(C=C(C=C1)C=1C(=NC(=NC1)NC1=C(C=C(C=C1)C1=NN=CN1C)OCC)NCC(C)(C)C)F)=O N-cyclopropyl-2-fluoro-4-(2-((2-ethoxy-4-(4-methyl-4H-1,2,4-triazol-3-yl)phenyl)amino)-4-(neopentylamino)pyrimidin-5-yl)benzamide